(5-(2-chlorophenyl)-1H-pyrazol-4-yl)(morpholinyl)methanone ClC1=C(C=CC=C1)C1=C(C=NN1)C(=O)N1CCOCC1